5'-methyl-3-(3-methyl-1,2,4-oxadiazol-5-yl)-4-pentyl-2'-(prop-1-en-2-yl)-1',2',3',4'-tetrahydro-[1,1'-biphenyl]-2,6-diol CC=1CCC(C(C1)C=1C(=C(C(=CC1O)CCCCC)C1=NC(=NO1)C)O)C(=C)C